COC=1N=C(C2=C(N1)C(=CS2)C)N2CCC(CC2)NCCCC2=CC=NC=C2 1-(2-Methoxy-7-methylthieno[3,2-d]pyrimidin-4-yl)-N-(3-(pyridin-4-yl)propyl)piperidin-4-amine